ClC1=NC=2N(C(=C1C1=C(C=C(C=C1F)C#CC1[C@@H]3CN(C[C@H]13)C([2H])([2H])[2H])F)N[C@H](C(F)(F)F)C)N=CN2 5-Chloro-6-(2,6-difluoro-4-(((1R,5S,6s)-3-methyl-d3-3-azabicyclo[3.1.0]hex-6-yl)ethynyl)phenyl)-N-((S)-1,1,1-trifluoropropan-2-yl)-[1,2,4]triazolo[1,5-a]pyrimidin-7-amine